(2R,4R)-1-(3-chloro-2-fluorobenzyl)-4-((5-fluoro-4-methyl-6-((3-methyl-1H-pyrazol-5-yl)amino)pyridin-2-yl)methyl)-2-methylpiperidine-4-carboxylic acid ClC=1C(=C(CN2[C@@H](C[C@@](CC2)(C(=O)O)CC2=NC(=C(C(=C2)C)F)NC2=CC(=NN2)C)C)C=CC1)F